methyl-6-methyl-2-(2-chloroethoxy)methyl-4-(2-chlorophenyl)-1,4-dihydro-3,5-pyridinedicarboxylic acid ethylester C(C)OC(=O)C1=C(N(C(=C(C1C1=C(C=CC=C1)Cl)C(=O)O)C)C)COCCCl